N-(5-iodoquinolin-8-yl)cyclopent-3-ene-1-carboxamide IC1=C2C=CC=NC2=C(C=C1)NC(=O)C1CC=CC1